O=NP(O)(O)=O.CN(C=1SC2=C(N1)SC(=C2)C=O)C [2-(dimethylamino)thieno[2,3-d][1,3]thiazol-5-yl]methanone oxophosphoramidate